ClC=1C(=NC(=NC1)N[C@@H]1[C@@H](COCC1)O)C1=CC=C2CN(C(C2=C1)=O)CC(N1CC2=CC=CC=C2CC1)=O (cis)-6-(5-chloro-2-{[(3S,4S)-3-hydroxyoxacyclohex-4-yl]amino}pyrimidin-4-yl)-2-[2-oxo-2-(1,2,3,4-tetrahydroisoquinolin-2-yl)ethyl]-2,3-dihydro-1H-isoindol-1-one